ClC=1C=C(C(=O)N[C@@H](C)C2=NC(=NS2)C2=CC(=NC=C2)C2CC2)C=CC1 (S)-3-chloro-N-(1-(3-(2-cyclopropylpyridin-4-yl)-1,2,4-thiadiazol-5-yl)ethyl)benzamide